BrC=1C=C(C(=C(C1)N)N)F 5-bromo-3-fluoro-1,2-phenylenediamine